FC1(CCC(CC1)C=1C(=C(N=NC1N1N=C(C=C1C)C)N)C)F (4,4-difluorocyclohexyl)-6-(3,5-dimethyl-1H-pyrazol-1-yl)-4-methylpyridazin-3-amine